2-acetylphenyl 4-((benzylthio)carbonothioyl)piperazine-1-carboxylate C(C1=CC=CC=C1)SC(=S)N1CCN(CC1)C(=O)OC1=C(C=CC=C1)C(C)=O